C1(OC(CO1)F)=O Fluoro-Ethylene carbonate